C(CCCCCCCCC=CC(CCCCCC)O)O 10-octadecene-1,12-diol